C1(CCCCC1)C(C(C(=O)[O-])S(=O)(=O)O)(C(=O)[O-])C1CCCCC1.[Na+].[Na+] sodium di-(cyclohexyl)-sulfosuccinate